C(C)(C)(C)PC(C)(C)C di-tertiary butyl-phosphine